(6-(4-chlorophenyl)-2-(pyridazin-4-yl)pyrimidin-4-yl)pyrrolidin-3-ol ClC1=CC=C(C=C1)C1=CC(=NC(=N1)C1=CN=NC=C1)N1CC(CC1)O